FSP(OC(C)C)OC(C)C fluoro-bis(prop-2-yloxy)-mercaptophosphane